C(CC)C(CCCCC)OP(=O)(C(C)CC)C(C)C(C)=NO.[Zn] zinc propylhexyl(3-(hydroxyimino)butan-2-yl)(sec-butyl)phosphinic acid